[N+](=O)([O-])C1=C2NCCNC2=CC=C1 5-nitro-1,2,3,4-tetrahydroquinoxaline